lauroylproline sodium salt [Na+].C(CCCCCCCCCCC)(=O)N1[C@@H](CCC1)C(=O)[O-]